(methylsulfonyloxyimino)-1-cyclohexyloxy-cyclohexylacetonitrile CS(=O)(=O)ON=C(C#N)C1(CCCCC1)OC1CCCCC1